C1(CCCC1)CSC1=C(C(=C(C=C1)C1=C(C(=C(C=C1)OCC)F)F)F)F 1-{4'-[(cyclopentylmethyl)sulfanyl]-2',3'-difluorophenyl}-4-ethoxy-2,3-difluorobenzene